3-(2-((tert-butoxycarbonyl)amino)ethoxy)propanoic acid C(C)(C)(C)OC(=O)NCCOCCC(=O)O